ClC1=NC(=C(C(=N1)N1C[C@@H](NCC1)CC#N)[N+](=O)[O-])CC1(CCC2=CC=CC=C12)C(=O)OC (2S)-4-(2-chloro-6-((1-(methoxycarbonyl)-2,3-dihydro-1H-inden-1-yl)methyl)-5-nitropyrimidin-4-yl)-2-(cyanomethyl)piperazine